1-bromo-4-(perfluoroethyl)benzene BrC1=CC=C(C=C1)C(C(F)(F)F)(F)F